FC(C1=CC=C(C#N)C=C1)(F)F 4-(trifluoromethyl)-benzonitrile